(S)-N-cyclopropyl-6-(4-(4-fluoropyrazolo[1,5-a]pyridin-2-yl)-1,4,6,7-tetrahydro-5H-imidazo[4,5-c]pyridin-5-yl)nicotinamide C1(CC1)NC(C1=CN=C(C=C1)N1[C@@H](C2=C(CC1)NC=N2)C2=NN1C(C(=CC=C1)F)=C2)=O